COC1=C(CN2C(C(CC2=O)(C(=O)OC)S(=O)(=O)C2=CC=C(C)C=C2)C2=CC=CC=C2)C=CC(=C1)OC methyl 1-(2,4-dimethoxy-benzyl)-5-oxo-2-phenyl-3-p-toluenesulfonyl-pyrrolidine-3-carboxylate